trans-6-chloro-N-(4-(2-(4-chlorophenoxy)acetamido)cyclohexyl)-3,4-dihydro-2H-benzo[b][1,4]oxazine-3-carboxamide ClC1=CC2=C(OCC(N2)C(=O)N[C@@H]2CC[C@H](CC2)NC(COC2=CC=C(C=C2)Cl)=O)C=C1